3-fluoro-2-methylbenzamide FC=1C(=C(C(=O)N)C=CC1)C